tert-Butyl (R)-3-((R)-(2-fluoro-3-((E)-pyrrolidin-1-yldiazenyl)phenyl)(hydroxy)-methyl)-1-methyl-2-azabicyclo[2.1.1]hexane-2-carboxylate FC1=C(C=CC=C1\N=N\N1CCCC1)[C@H]([C@@H]1N(C2(CC1C2)C)C(=O)OC(C)(C)C)O